pentaerythritol (3,5-di-t-butyl-4-hydroxyphenyl)propionate C(C)(C)(C)C=1C=C(C=C(C1O)C(C)(C)C)C(C(=O)OCC(CO)(CO)CO)C